4-chloro-8-methoxy-2,6,8-trimethyl-6,8-dihydro-7H-pyrrolo[2,3-g]quinazolin-7-one ClC1=NC(=NC2=CC3=C(C=C12)N(C(C3(C)OC)=O)C)C